ClCC=1C=CC(=C(C(=O)NC2=CC=C(C=C2)S(=O)(=O)N2CCN(CC2)C2=NC(=CC(=C2)C(F)(F)F)Cl)C1)OC 5-(Chloromethyl)-N-[4-[4-[6-chloro-4-(trifluoromethyl)-2-pyridyl]piperazin-1-yl]sulfonylphenyl]-2-methoxy-benzamide